6-Amino-2-fluoro-N,N-dimethyl-3-(2-propyl-1',2'-dihydrospiro[cyclopropane-1,3'-pyrrolo[2,3-b]pyridin]-5'-yl)benzamide NC1=CC=C(C(=C1C(=O)N(C)C)F)C=1C=C2C(=NC1)NCC21C(C1)CCC